FC1=CC2=C(N=CS2)C=C1NC1=C2C(=NC=C1)SC(=C2)C2CCN(C21CCOCC1)C 6-Fluoro-N-(2-(1-methyl-8-oxa-1-azaspiro[4.5]decan-4-yl)thieno[2,3-b]pyridin-4-yl)benzo[d]thiazol-5-amine